P(OCCCCCCCCCCCCCCCC)(OCCCCCCCCCCCCCCCC)OCCCCCCCCCCCCCCCC tri(cetyl) phosphite